11-((tert-butyldiphenylsilyl)oxy)undecanoic acid [Si](C1=CC=CC=C1)(C1=CC=CC=C1)(C(C)(C)C)OCCCCCCCCCCC(=O)O